C(C)(C)(C)C1=NC(=NO1)C1=CC=CC(=N1)N1CCN(CCC1)C1CCN(CC1)C(C)C 1-[6-(5-tert-Butyl-1,2,4-oxadiazol-3-yl)pyridine-2-yl]-4-[1-(propan-2-yl)piperidin-4-yl]-1,4-diazepane